Ammonium hydrogensulfat S(=O)(=O)(O)[O-].[NH4+]